4-chloro-2,5-di(pyridin-2-yl)thieno[2,3-d]pyrimidine ClC=1C2=C(N=C(N1)C1=NC=CC=C1)SC=C2C2=NC=CC=C2